C(C)(C)(C)OC(=O)N1N=C(C=2C1=CN=CC2C2=C(C=C(C=C2C)NC(CCl)=O)Cl)C=2C=NN(C2)C (2-chloro-4-(2-chloroacetamido)-6-methylphenyl)-3-(1-methyl-1H-pyrazol-4-yl)-1H-pyrazolo[3,4-c]pyridine-1-carboxylic acid tert-butyl ester